C(#N)C1=CC=C(C(=O)C2=C(C(=C3C(=CC(=CN23)C)C)C(=O)OC)C(=O)OC)C=C1 Dimethyl 3-(4-cyanobenzoyl)-6,8-dimethylindolizine-1,2-dicarboxylate